COC1=CC(=C2C=CC=NC2=C1)C1(CC1)C=1C(=C(C(=O)N)C=C(C1)OCC1NCCC1)C (1-(7-Methoxyquinolin-5-yl)cyclopropyl)-2-methyl-5-(pyrrolidin-2-ylmethoxy)benzamide